NC1=CC(=CNC1=O)C1CN(CCC1(F)F)C(=O)OC(C)(C)C tert-butyl 3-(5-amino-6-oxo-1,6-dihydropyridin-3-yl)-4,4-difluoropiperidine-1-carboxylate